1,3,5-trimethyl-4-(2-oxo-2-(thiazol-2-ylamino)acetyl)-1H-pyrrole-2-carboxylic acid CN1C(=C(C(=C1C)C(C(NC=1SC=CN1)=O)=O)C)C(=O)O